C1CCCC12CCN(CC2)CC2=NN(C(=N2)C2=C(N=CS2)C)C2=CC=C(C=C2)F 5-(3-((8-azaspiro[4.5]dec-8-yl)methyl)-1-(4-fluorophenyl)-1H-1,2,4-triazol-5-yl)-4-methylthiazole